IC=1C=C(C=CC1)CN1C2=CC=CC(=C2C=2C(=CC=CC12)OCC(=O)O)C(N)=O {9-[(3-iodophenyl)methyl]-5-carbamoylcarbazol-4-yl}oxyacetic acid